(R)-N4-(2-(Isopropylcarbamoyl)-4-methylthiazol-5-yl)-2-methyl-N1-((S)-11-oxo-2,3,10,11-tetrahydro-1H,5H-benzo[d]pyrazolo[1,2-a][1,2]diazepin-10-yl)succinamid C(C)(C)NC(=O)C=1SC(=C(N1)C)NC(C[C@H](C(=O)N[C@H]1C2=C(CN3N(C1=O)CCC3)C=CC=C2)C)=O